1-[(2R,3S,4R)-4-[(tert-butyldimethylsilyl)oxy]-3-fluoro-5,5-bis(hydroxymethyl)oxolan-2-yl]-5-fluoro-3H-pyrimidine-2,4-dione [Si](C)(C)(C(C)(C)C)O[C@H]1[C@@H]([C@@H](OC1(CO)CO)N1C(NC(C(=C1)F)=O)=O)F